C(C1=CC=CC=C1)OC1=CC=C(C=2C1=BOC2)Br 7-(benzyloxy)-4-bromobenzo[c][1,2]oxaborol